C(C)(C)(C)[S@@](=O)N[C@@H]1C2=CC(=C(C=C2CC12CCN(CC2)C(=O)OC(C)(C)C)OC)Cl tert-butyl (S)-1-(((R)-tert-butylsulfinyl)amino)-6-chloro-5-methoxy-1,3-dihydrospiro[indene-2,4'-piperidine]-1'-carboxylate